(R)-N-ethyl-5-fluoro-N-isopropyl-2-(1-(6-((2-methoxyethyl)(methyl)amino)-2-methylhexan-3-yl)-7',8'-dihydrospiro[azetidine-3,6'-pyrido[3,4-b]indol]-9'(5'H)-yl)benzamide C(C)N(C(C1=C(C=CC(=C1)F)N1C2=C(C=3CC4(CCC13)CN(C4)[C@@H](C(C)C)CCCN(C)CCOC)C=CN=C2)=O)C(C)C